CC1=CC=C(C(C2=CC=CC=C2)O)C=C1 4-Methylbenzhydrol